[4-[[3-(2,3-difluoro-4-methoxyphenyl)imidazo[1,2-a]pyrazin-8-yl]amino]-2-methylphenyl]-[4-[(3R,4R,5R)-3,4-dihydroxy-5-(hydroxymethyl)piperidine-1-carbonyl]piperidin-1-yl]methanone FC1=C(C=CC(=C1F)OC)C1=CN=C2N1C=CN=C2NC2=CC(=C(C=C2)C(=O)N2CCC(CC2)C(=O)N2C[C@H]([C@@H]([C@H](C2)CO)O)O)C